C(C)(C)(C)OC(C)(C)C 2-tert-butoxy-2-methylpropane